(S)-5-chloro-6-fluoro-2-(((3-methoxypropyl)amino)methyl)-2-phenyl-2,3-dihydrobenzene ClC1=CC[C@](C=C1F)(C1=CC=CC=C1)CNCCCOC